5-Fluoro-N-(5-((4-methylpiperazin-1-yl)methyl)pyridin-2-yl)-4-(quinolin-6-yl)pyrimidin-2-amine hydrochloride Cl.FC=1C(=NC(=NC1)NC1=NC=C(C=C1)CN1CCN(CC1)C)C=1C=C2C=CC=NC2=CC1